(5-(5-chloro-2-methoxypyridin-4-yl)-1H-pyrazole-3-carbonyl)-N-((5-(trifluoromethyl)pyridin-2-yl)methyl)piperidine-4-carboxamide ClC=1C(=CC(=NC1)OC)C1=CC(=NN1)C(=O)N1CCC(CC1)C(=O)NCC1=NC=C(C=C1)C(F)(F)F